C1(=CCCCC1)CCC(C(=O)O)OC1=CC=C(C=C1)C(\C=C\C1=CC=CC=C1)=O 4-(Cyclohexen-1-yl)-2-[4-[(E)-3-phenylprop-2-enoyl]phenoxy]butanoic acid